C(C1=CC=CC=C1)OC=1C=CC2=C(C(=C(O2)C)C(=O)NC2(CCC2)C(N)=O)C1 5-(benzyloxy)-N-(1-carbamoylcyclobutyl)-2-methylbenzofuran-3-carboxamide